C(C)(C)C1=CC=C(C=C1)SCC[C@@]12CCC[C@H]1[C@@H]1CC=C3C[C@H](CC[C@]3(C)[C@H]1CC2)O (4-isopropylphenylthiomethyl)-androsta-5-en-3beta-ol